C(C)OC([C@@H](NCC1=CC(=C(C=C1)NC1=NSC2=C1C=CC=C2C2=CC1=C(OCCO1)C=C2)Br)CO)=O (3-bromo-4-((7-(2,3-dihydrobenzo[b][1,4]dioxin-6-yl)benzo[d]isothiazol-3-yl)amino)benzyl)-L-serine ethyl ester